OCCCNC(C1=CC(=CC=C1)NC1=CC=NC2=CC(=CC=C12)C(F)(F)F)=O N-(3-hydroxypropyl)-3-[(7-trifluoromethylquinolin-4-yl)amino]benzamide